4-((3-(2-(dipropylamino)ethyl)-1H-indol-4-yl)oxy)-4-oxobutanoic acid C(CC)N(CCC1=CNC2=CC=CC(=C12)OC(CCC(=O)O)=O)CCC